2-{[(2S)-1,4-dioxan-2-yl] methyl}-8-methyl-4-(trifluoromethyl)-4,5-dihydro-2H-furo[2,3-g]indazole-7-carboxylate O1[C@H](COCC1)CN1N=C2C3=C(CC(C2=C1)C(F)(F)F)OC(=C3C)C(=O)[O-]